C(C=C)C=1C=C(C=C(C1)F)C[C@H](C(=O)OC(C)(C)C)[C@@H]1CN(CC1)C(=O)OC(C)(C)C tert-butyl (R)-3-((S)-3-(3-allyl-5-fluorophenyl)-1-(tert-butoxy)-1-oxopropane-2-yl)pyrrolidine-1-carboxylate